butyl ether C(CCC)OCCCC